CC1CC(CN1C(=O)[O-])N(C(C(F)(F)F)=O)CC1=CC=C(C=C1)OC 5-methyl-3-(2,2,2-trifluoro-N-(4-methoxybenzyl)acetamido)pyrrolidine-1-carboxylate